N-(3-(1,3-dioxane-2-yl)-1-(pyridin-3-yl)propyl)-2-methylpropan-2-sulfinamide O1C(OCCC1)CCC(C=1C=NC=CC1)NS(=O)C(C)(C)C